1-[2-cyano-3-fluoro-4-(trifluoromethyl)phenyl]-4,4,6-trifluoro-2,3-dihydroquinoline-8-carbonitrile C(#N)C1=C(C=CC(=C1F)C(F)(F)F)N1CCC(C2=CC(=CC(=C12)C#N)F)(F)F